6-(((1S,2S,4S)-2-(dimethyl-amino)-4-(3-(trifluoro-methyl)phenyl)-cyclohexyl)-oxy)-4-methyl-N-(pyrimidin-4-yl)pyridine-3-sulfonamide CN([C@@H]1[C@H](CC[C@@H](C1)C1=CC(=CC=C1)C(F)(F)F)OC1=CC(=C(C=N1)S(=O)(=O)NC1=NC=NC=C1)C)C